CN1C(NC2=NC=3N=CN=CC3N21)=O 1-methyl-[1,2,4]triazolo[5,1-f]purin-2-one